Cl.COC(C(C(CC=1C=C2COC(C2=CC1)=O)N)C)=O 3-amino-2-methyl-4-(1-oxo-1,3-dihydroisobenzofuran-5-yl)butanoic acid methyl ester hydrochloride